diethyl((R)-2-((S,E)-4-((S)-2-((tert-butoxycarbonyl)amino)-N,3,3-trimethylbutanamido)-2,5-dimethylhex-2-enamido)-5-methoxy-5-oxopentanoyl)-D-glutamate C(C)[C@@](N(C([C@@H](CCC(=O)OC)NC(\C(=C\[C@H](C(C)C)N(C([C@H](C(C)(C)C)NC(=O)OC(C)(C)C)=O)C)\C)=O)=O)CC)(CCC(=O)[O-])C(=O)[O-]